((S)-2-(2-hydroxyphenyl)-5,6,6a,7,9,10-hexahydro-8H-pyrazino[1',2':4,5]pyrazino[2,3-c]pyridazin-8-yl)((R)-2-methyl-piperazin-1-yl)methanone OC1=C(C=CC=C1)C=1C=C2C(=NN1)NC[C@@H]1N2CCN(C1)C(=O)N1[C@@H](CNCC1)C